tert-butyl 2-{2-[4-(4-chlorophenyl)-5-(pyridin-4-yl)-1H-imidazol-1-yl]acetyl}-5-oxa-2,8-diazaspiro[3.5]nonane-8-carboxylate ClC1=CC=C(C=C1)C=1N=CN(C1C1=CC=NC=C1)CC(=O)N1CC2(C1)OCCN(C2)C(=O)OC(C)(C)C